3-chloro-7-(4-((2,3-dihydrobenzo[b][1,4]dioxin-6-yl)oxy)piperidin-1-yl)-8-methyl-4H-pyrimido[1,2-b]pyridazin-4-one ClC1=CN=C2N(N=C(C(=C2)C)N2CCC(CC2)OC2=CC3=C(OCCO3)C=C2)C1=O